N-(3,6-dicyano-1-cyclobutyl-1H-indol-2-yl)-3,3-dimethylbutyramide C(#N)C1=C(N(C2=CC(=CC=C12)C#N)C1CCC1)NC(CC(C)(C)C)=O